C(C1=CC=CC=C1)NC1=C(C(C2(C(N(N=C2C)C2=CC=CC=C2)=O)C1)C1=CC=CC=C1)C(=O)OCC ethyl 8-(benzylamino)-1-methyl-4-oxo-3,6-diphenyl-2,3-diazaspiro[4.4]non-1,7-diene-7-carboxylate